1-(5-bromopyrazin-2-yl)-3-methyl-2,3,4,9-tetrahydro-1H-pyrido[3,4-b]Indole BrC=1N=CC(=NC1)C1NC(CC2=C1NC1=CC=CC=C21)C